FC1=CC=C(CN2CCN(CC2)C=2SC=3N=CN(C(C3N2)=O)C2=CC3=CN(N=C3C=C2)C)C=C1 2-(4-(4-fluorobenzyl)piperazin-1-yl)-6-(2-methyl-2H-indazol-5-yl)thiazolo[5,4-d]pyrimidin-7(6H)-one